cis-5-(4-(4-(Dimethoxymethyl)piperidin-1-yl)-3-fluorophenyl)-6-(tetrahydro-2H-pyran-4-yl)-7,8-dihydronaphthalen-2-ol COC(C1CCN(CC1)C1=C(C=C(C=C1)C=1C=2C=CC(=CC2CCC1C1CCOCC1)O)F)OC